ethyl 3-(5-bromofuran-2-yl)-7-(2-fluoro-5-((4-oxo-3,4-dihydrophthalazin-1-yl) methyl) benzoyl)-5,6,7,8-tetrahydroimidazo[1,2-a]pyrazine-2-carboxylate BrC1=CC=C(O1)C1=C(N=C2N1CCN(C2)C(C2=C(C=CC(=C2)CC2=NNC(C1=CC=CC=C21)=O)F)=O)C(=O)OCC